tert-butyl-(2R,4R)-4-((6-((1-(tert-butyl)-5-methyl-1H-pyrazol-3-yl) amino)-4-chloro-3-fluoropyridin-2-yl) methyl)-2-methylpiperidine-4-carboxylate C(C)(C)(C)OC(=O)[C@]1(C[C@H](NCC1)C)CC1=NC(=CC(=C1F)Cl)NC1=NN(C(=C1)C)C(C)(C)C